(2-Ethylhexyl)-4-methyl-1H-benzotriazole-1-methanamine C(C)C(CC1=C(C2=C(N(N=N2)CN)C=C1)C)CCCC